C[Si](O[Si](O[Si](C)(C)C)(CCCCCCCCCCCC)C)(C)C 1,1,1,3,5,5,5-heptamethyl-3-dodecyltrisiloxane